C(C1=CC=CC=C1)N1C(=NC2=C1CN([C@@H](C2)C(=O)OCC2=CC=CC=C2)C(=O)OC(C)(C)C)C(C2=C(C=C(C=C2)Br)F)=O 6-benzyl 5-(tert-butyl) (S)-3-benzyl-2-(4-bromo-2-fluorobenzoyl)-3,4,6,7-tetrahydro-5H-imidazo[4,5-c]pyridine-5,6-dicarboxylate